bis(2-mercaptoethyl)propane SCCC(C)(C)CCS